(S)-2-(3-(3-(fluoro(4-methyl-4H-1,2,4-triazol-3-yl)methyl)oxetan-3-yl)phenyl)-6-((3-(2-hydroxyethyl)azetidin-1-yl)methyl)-4-(trifluoromethyl)isoindolin-1-one F[C@@H](C1(COC1)C=1C=C(C=CC1)N1C(C2=CC(=CC(=C2C1)C(F)(F)F)CN1CC(C1)CCO)=O)C1=NN=CN1C